FC1=C(C=CC(=C1)C1=NOC(=C1)C1=NNC2=CC(=C(C=C12)F)OCCOC)C(=O)N1C=C2C(C1)COC2 (2-Fluoro-4-{5-[5-fluoro-6-(2-methoxy-ethoxy)-1H-indazol-3-yl]-isoxazol-3-yl}-phenyl)-(cis)-tetrahydro-furo[3,4-c]pyrrol-5-yl-methanone